titanium-tin-zinc [Zn].[Sn].[Ti]